N-{2-fluoro-6-[3-(propan-2-yl)-3,8-diazabicyclo[3.2.1]octan-8-yl]phenyl}-4-(4-methylphenyl)piperidine-1-carboxamide FC1=C(C(=CC=C1)N1C2CN(CC1CC2)C(C)C)NC(=O)N2CCC(CC2)C2=CC=C(C=C2)C